6-oxo-2-(4-pyridinyl)-4-tetrahydropyran-4-yl-1H-pyrimidine-5-carbonitrile O=C1C(=C(N=C(N1)C1=CC=NC=C1)C1CCOCC1)C#N